4-(5-Cyanobenzo[d]oxazol-2-yl)pyridinecarboxylic acid C(#N)C=1C=CC2=C(N=C(O2)C2=CC(=NC=C2)C(=O)O)C1